1-(4-((S)-2-((S)-2-(3-(2,5-dioxo-2,5-dihydro-1H-pyrrol-1-yl)propanamido)-3-methylbutanamido)propanamido)benzyl)piperidin-1-ium O=C1N(C(C=C1)=O)CCC(=O)N[C@H](C(=O)N[C@H](C(=O)NC1=CC=C(C[NH+]2CCCCC2)C=C1)C)C(C)C